methyl (1R,2S,5S)-3-[(2S)-2-(2,4-difluoroanilino)-3,3-dimethyl-butanoyl]-6,6-dimethyl-3-azabicyclo[3.1.0]hexane-2-carboxylate FC1=C(N[C@H](C(=O)N2[C@@H]([C@H]3C([C@H]3C2)(C)C)C(=O)OC)C(C)(C)C)C=CC(=C1)F